COCCNC1=CC=C(C=C1)N N1-(2-methoxyethyl)benzene-1,4-diamine